BrC1=C(COC2=C3C(C=C(OC3=CC=C2)C(=O)NN[C@@H](CC2=CNC3=CC=CC=C23)C(=O)OC)=O)C=CC=C1 methyl (5-((2-bromobenzyl) oxy)-4-oxo-4H-chromene-2-carbonylamino)-L-tryptophanate